FC(C1=CC=C(C=C1)C1=C2C(=NNC2=CC=C1)N)(F)F 4-(4-(trifluoromethyl)phenyl)-1H-indazol-3-amine